C(CCCCCCCCCCCCCCC(C)C)(=O)OCCCCCCCCCCCCCCCC(C)C Isostearyl isostearate